diallyldimethylammonium sulfur methyl-4-dodecylbenzoylformate COC(=O)C(C1=CC=C(C=C1)CCCCCCCCCCCC)=O.[S+2].C(C=C)[N+](C)(C)CC=C